COC(CN(CCC[C@H](C(C)C)N1CC2(C1)CN(CC2)C=2N=CN=NC2OC2=C(C(=O)N(C(C)C)CC)C=C(C=C2)F)C)OC (R)-2-((5-(2-(6-((2,2-dimethoxyethyl)(methyl)amino)-2-methylhexan-3-yl)-2,6-diazaspiro[3.4]octan-6-yl)-1,2,4-triazin-6-yl)oxy)-N-ethyl-5-fluoro-N-isopropylbenzamide